(1S,2S)-2-(3-chlorophenyl)-N-(4-(((6-cyclopropyl-8-(3-methyl-2,4-dioxoimidazolidin-1-yl)imidazo[1,2-a]pyridin-2-yl)methyl)amino)pyridin-2-yl)cyclopropane-1-carboxamide ClC=1C=C(C=CC1)[C@@H]1[C@H](C1)C(=O)NC1=NC=CC(=C1)NCC=1N=C2N(C=C(C=C2N2C(N(C(C2)=O)C)=O)C2CC2)C1